ClC1=NC=C(C(=C1)C1=C(C=NC(=C1)C)C(=O)NC=1SC2=C(N1)CN(C2)C(C2=C(N=CC=C2Cl)OC)=O)OC 2'-Chloro-N-(5-(4-chloro-2-methoxy-nicotinoyl)-5,6-dihydro-4H-pyrrolo[3,4-d]thiazol-2-yl)-5'-methoxy-6-methyl-[4,4'-bipyridine]-3-carboxamide